ClC1=C(NC2=C(C(=O)NOC)C=C(C(=C2F)F)CC2=C(C(=CC=C2)NS(=O)(=O)CC)F)C=CC(=C1)I 2-(2-Chloro-4-iodoanilino)-5-[[3-(ethylsulfonylamino)-2-fluorophenyl]methyl]-3,4-difluoro-N-methoxybenzamide